NCC(=O)N1C(C=2N(N=C3C(=C(C=CC23)Cl)Cl)CC1)C 2-amino-1-(7,8-dichloro-1-methyl-3,4-dihydropyrazino[1,2-b]indazol-2(1H)-yl)ethan-1-one